C(C)(=O)OCC(=O)C1=CCC2C3CCC4=CC(CC[C@@]4(C3=CC[C@]12C)C)=O 2-((10S,13S)-10,13-dimethyl-3-oxo-2,3,6,7,8,10,12,13,14,15-decahydro-1H-cyclopenta[a]phenanthren-17-yl)-2-oxoethyl acetate